ethyl 2-amino-4-fluoro-1,3-benzothiazole-6-carboxylate NC=1SC2=C(N1)C(=CC(=C2)C(=O)OCC)F